C(#N)C1=C(N=C2N(C1=O)C=C(C=C2[C@@H](C)NC2=C(C(=O)O)C=CC=C2)C)N2C(C1=CC=CC=C1C2)CO 2-(((1R)-1-(3-cyano-2-(1-(hydroxymethyl)isoindolin-2-yl)-7-methyl-4-oxo-4H-pyrido[1,2-a]pyrimidin-9-yl)ethyl)amino)benzoic acid